5-chloro-2-(3,4-dimethoxyphenyl)-3-isopropyl-1H-indole ClC=1C=C2C(=C(NC2=CC1)C1=CC(=C(C=C1)OC)OC)C(C)C